7-bromo-2,4-dichloro-6-methoxyquinazoline BrC1=C(C=C2C(=NC(=NC2=C1)Cl)Cl)OC